2,2-dimethyl-1,3-propanediol phthalate C(C=1C(C(=O)O)=CC=CC1)(=O)O.CC(CO)(CO)C